butan-1-aminium C(CCC)[NH3+]